2,6-dimethyl-5-(ethylamino)-4-hepten-3-one CC(C)C(C=C(C(C)C)NCC)=O